COC1=CC=C(C=C1)C1=NOC(=N1)N1CCC(CC1)C(=O)NCC1CN(CC1)CC1(CCOCC1)C 1-(3-(4-methoxyphenyl)-1,2,4-oxadiazol-5-yl)-N-((1-((4-methyltetrahydro-2H-pyran-4-yl)methyl)pyrrolidin-3-yl)methyl)piperidine-4-carboxamide